C(#N)C=1C=C(C=CC1)N1N=C(C=C1C(=O)NC1=C(C=CC(=C1)C(CCC1CC1)(C=1C=NC=CC1)N[S@](=O)C(C)(C)C)F)C(F)(F)F 1-(3-cyanophenyl)-N-(5-((-)-3-cyclopropyl-1-((R)-1,1-dimethylethylsulfinamido)-1-(pyridin-3-yl)propyl)-2-fluorophenyl)-3-(trifluoromethyl)-1H-pyrazole-5-carboxamide